4-((2-methyl-5-((8-phenylquinazolin-2-yl)amino)phenyl)carbamoyl)benzoic acid CC1=C(C=C(C=C1)NC1=NC2=C(C=CC=C2C=N1)C1=CC=CC=C1)NC(=O)C1=CC=C(C(=O)O)C=C1